C(C)(C)(C)N=P(NC)(N(CCC)C)N(CC)CC 2-(tert-butylimino)-N,N-diethyl-1,3-dimethyl-1,3,2λ5-diazaphospha-hexane-2-amine